4-(5-methyl-1,2-benzoxazol-4-yl)-2-(2-(2-propenoyl)-2,6-diazaspiro[3.4]octan-6-yl)-3-quinolinecarbonitrile CC=1C=CC2=C(C=NO2)C1C1=C(C(=NC2=CC=CC=C12)N1CC2(CN(C2)C(C=C)=O)CC1)C#N